N[C@H](C(=O)NC1=CC=C(C=C1)C=1N(C=NC1C)C)C(C1CC1)C1CC1 (2S)-2-amino-3,3-dicyclopropyl-N-[4-(3,5-dimethylimidazol-4-yl)phenyl]propan-amide